Mercaptopurine-citric acid SC1=NC2=NC(=NC=C2N1)C(C(CC(=O)O)(O)C(=O)O)C(=O)O